6-(chloromethyl)quinoline-4-carboxylic acid methyl ester COC(=O)C1=CC=NC2=CC=C(C=C12)CCl